spirostane-25(27)-en-2α,3β-diol C[C@H]1[C@H]2[C@H](C[C@H]3[C@@H]4CCC5C[C@H]([C@@H](C[C@]5(C)[C@H]4CC[C@]23C)O)O)O[C@]12CCC(=C)CO2